FC(OC=1C=C(C=CC1)C1=NN(C=2C1=NC=C(C2)C(=O)NC2(CS(C2)(=O)=O)C)C2COC2)F 3-[3-(difluoromethoxy)phenyl]-N-(3-methyl-1,1-dioxo-thietan-3-yl)-1-(oxetan-3-yl)pyrazolo[4,3-b]pyridine-6-carboxamide